N=1N(N=CC1)C(C)(C)C1=NN(C(=C1)C1(NC=C(C(=N1)NC(C([2H])([2H])[2H])([2H])[2H])C(F)(F)F)N)C([2H])([2H])[2H] 2-(3-(2-(2H-1,2,3-triazol-2-yl)propan-2-yl)-1-(methyl-d3)-1H-pyrazol-5-yl)-N4-(ethyl-d5)-5-(trifluoromethyl)pyrimidine-2,4-diamine